CN(C1CCN(CC1)C1=C(C=C(C=C1)NC1CCC(CC1)NC1=NC=C(C#N)C=C1)[N+](=O)[O-])C 6-(((1r,4r)-4-((4-(4-(dimethylamino)piperidin-1-yl)-3-nitrophenyl)amino)cyclohexyl)amino)nicotinonitrile